O=C1NC(CCC1N1C(C2=CC(=C(C=C2C1=O)SCCCCC(=O)OC(C)(C)C)F)=O)=O tert-butyl 5-((2-(2,6-dioxopiperidin-3-yl)-6-fluoro-1,3-dioxoisoindolin-5-yl)thio)pentanoate